C(=CCCCCCCC)C1=C(C=CC=C1)OF perfluoro nonenylphenyl ether